5,6-Diamino-N-(3-fluoro-5-(1-methyl-1H-pyrazol-4-yl)benzyl)pyrimidine-4-carboxamide tert-butyl-4-((3R,4R)-4-((tert-butyldiphenylsilyl)oxy)tetrahydrofuran-3-yl)piperazine-1-carboxylate C(C)(C)(C)OC(=O)N1CCN(CC1)[C@@H]1COC[C@@H]1O[Si](C1=CC=CC=C1)(C1=CC=CC=C1)C(C)(C)C.NC=1C(=NC=NC1N)C(=O)NCC1=CC(=CC(=C1)C=1C=NN(C1)C)F